1-[4-(5-Cyano-pent-1-ynyl)-phenyl]-2-(2,4-dichloro-phenyl)-5-methyl-1H-imidazole-4-carboxylic acid morpholin-4-ylamide N1(CCOCC1)NC(=O)C=1N=C(N(C1C)C1=CC=C(C=C1)C#CCCCC#N)C1=C(C=C(C=C1)Cl)Cl